CNC(C[C@@H](C)NC(=O)C=1C=NC2=C(C=CC=C2C1)C1=CCC2(CC2)CC1)=O (R)-N-(4-(methylamino)-4-oxobutan-2-yl)-8-(spiro[2.5]oct-5-en-6-yl)quinoline-3-carboxamide